ClC1=CC=C(C=N1)S(=O)(=O)N(C)C=1C(=CC=C2C=NN(C12)C)OC 6-chloro-N-(6-methoxy-1-methylindazol-7-yl)-N-methylpyridine-3-sulfonamide